(3S,3'R)-3-Methoxy-1,3'-bipyrrolidine CO[C@@H]1CN(CC1)[C@H]1CNCC1